BrC1=CC=C(C(=O)C2=CC=C(C=C2)N(CC)CC)C=C1 4-bromo-4'-diethylaminobenzophenone